2,4-difluoro-1,1'-biphenyl FC1=C(C=CC(=C1)F)C1=CC=CC=C1